CC1=NN=C(N=N1)C dimethyl-1,2,4,5-tetrazine